7-((1H-indazol-4-yl)methyl)-2-((6-aminopyridin-2-yl)methyl)-5-methyl-5,7-dihydro-1H-pyrrolo[2,3-d:4,5-d']dipyridazine-1,6(2H)-dione N1N=CC2=C(C=CC=C12)CN1N=CC2=C(C1=O)N(C=1C=NN(C(C12)=O)CC1=NC(=CC=C1)N)C